(1E)-N-[[5-[[4-[3-[4-[[6-[(3-chlorophenyl)carbamoylcarbamoyl]-2-hydroxynaphthalen-1-yl]diazenyl]phenyl]prop-2-enoyl]phenyl]diazenyl]-6-hydroxynaphthalen-2-yl]methoxy]methanimidate ClC=1C=C(C=CC1)NC(=O)NC(=O)C=1C=C2C=CC(=C(C2=CC1)N=NC1=CC=C(C=C1)C=CC(=O)C1=CC=C(C=C1)N=NC1=C2C=CC(=CC2=CC=C1O)CO/N=C/[O-])O